C1(=CC=CC=C1)S(=O)(=O)N1C=C(C2=CC=C(C=C12)C1=CNC(C(=C1C)C#N)=O)C1=NC(=NC=C1C(F)(F)F)N[C@@H]1CN(CCC1)C(=O)OC(C)(C)C tert-butyl (3S)-3-[[4-[1-(benzenesulfonyl)-6-(5-cyano-4-methyl-6-oxo-1H-pyridin-3-yl)indol-3-yl]-5-(trifluoromethyl)pyrimidin-2-yl]amino]piperidine-1-carboxylate